FC1=C(C=CC=C1)C1=C(C(=NC2=CC(=CC=C12)C1=C(N=CS1)C)N1CC2(CN(C2)C(C=C)=O)CC1)C#N 4-(2-fluorophenyl)-7-(4-methyl-1,3-thiazol-5-yl)-2-(2-(2-propenoyl)-2,6-diazaspiro[3.4]octan-6-yl)-3-quinolinecarbonitrile